12-hydroxycholesterol stearate C(CCCCCCCCCCCCCCCCC)(=O)O[C@@H]1CC2=CC[C@H]3[C@@H]4CC[C@H]([C@@H](CCCC(C)C)C)[C@]4(C(C[C@@H]3[C@]2(CC1)C)O)C